O1COC2=NC=CC(=C21)C=O [1,3]DIOXOLO[4,5-B]PYRIDINE-7-CARBALDEHYDE